ClC=1C=C2C=NC(=NC2=CC1C1CCN(CC1)C1COC1)NC=1C=NN(C1C)C1COCC1 6-chloro-N-[5-methyl-1-(oxolan-3-yl)-1H-pyrazol-4-yl]-7-[1-(oxetan-3-yl)piperidin-4-yl]quinazolin-2-amine